C(CCCCCCCCC\C=C\CC)=O (E)-11-Tetradecenal